(R)-(3-aminopiperidin-1-yl)(2-(1-(4-chlorobenzyl)-1H-indol-2-yl)-3,4-dihydro-5-oxa-1,2a-diazaacenaphthylen-7-yl)methanone N[C@H]1CN(CCC1)C(=O)C=1C=C2OCCN3C(=NC(C1)=C32)C=3N(C2=CC=CC=C2C3)CC3=CC=C(C=C3)Cl